2-hydroxy-2-methyl-N-(2,2,2-trifluoro-1-(piperidin-4-yl)ethyl)propanamide hydrochloride Cl.OC(C(=O)NC(C(F)(F)F)C1CCNCC1)(C)C